p-nitromethylbenzoic acid [N+](=O)([O-])CC1=CC=C(C(=O)O)C=C1